FC=1C=2N(C=C(C1)NC(=O)C1=CC=C(C3=CN(N=C13)C(=C)C)N1CCNCC1)C=C(N2)C N-{8-fluoro-2-methylimidazo[1,2-a]pyridin-6-yl}-4-(piperazin-1-yl)-2-(prop-1-en-2-yl)indazole-7-carboxamide